N(=[N+]=[N-])N[C@H](CC)C(=O)O azido-D-homoalanine